C(#N)C1=CC=C(C2=CC=CC=C12)NC(C(C)(C)N1N=CC(=C1)C1CCN(CC1)C1CN(C1)C=1C=C2C(N(C(C2=CC1)=O)C1C(NC(CC1)=O)=O)=O)=O N-(4-cyanonaphthalen-1-yl)-2-(4-(1-(1-(2-(2,6-dioxopiperidin-3-yl)-1,3-dioxoisoindolin-5-yl)azetidin-3-yl)piperidin-4-yl)-1H-pyrazol-1-yl)-2-methylpropanamide